methylphenylsilyl-silane C[SiH2][SiH2]C1=CC=CC=C1